ClC=1C(=C(C(=NC1)NC)[N+](=O)[O-])C chloro-N,4-dimethyl-3-nitropyridin-2-amine